NC=1C2=C(N=CN1)N(C(=C2C2=CC(=C(C=C2)Cl)OC)C#CC2[C@@H]1CN(C[C@H]21)C(C=C)=O)C(C)C 1-((1R,5S,6s)-6-((4-amino-5-(4-chloro-3-methoxyphenyl)-7-isopropyl-7H-pyrrolo[2,3-d]pyrimidin-6-yl)ethynyl)-3-azabicyclo[3.1.0]hexan-3-yl)prop-2-en-1-one